C(CC1=CC=CC=C1)C=1N(C(=NN1)S)CCCC=1N=CN(C1)C(C1=CC=CC=C1)(C1=CC=CC=C1)C1=CC=CC=C1 5-phenethyl-4-(3-(1-trityl-1H-imidazol-4-yl)propyl)-4H-1,2,4-triazole-3-thiol